(S)-(4-(1-aminopropyl)thiazol-2-yl)(1H-indol-3-yl)methanone N[C@@H](CC)C=1N=C(SC1)C(=O)C1=CNC2=CC=CC=C12